1-((7-ethyl-6-oxo-5,6-dihydro-1,5-naphthyridin-3-yl)methyl)azetidin C(C)C=1C(NC=2C=C(C=NC2C1)CN1CCC1)=O